4-methyl-3-(tetrahydrofuran-2-yl)benzoic acid CC1=C(C=C(C(=O)O)C=C1)C1OCCC1